Ethyl (Z)-(3-(2-ethylphenyl)thiazol-2(3H)-ylidene)carbamate C(C)C1=C(C=CC=C1)N1/C(/SC=C1)=N/C(OCC)=O